5-methyl-N-(3-fluoro-4-(4-hydroxymethylpiperidin-1-yl)phenyl)-4-(1-isopropyl-1H-pyrazol-4-yl)pyrimidin-2-amine CC=1C(=NC(=NC1)NC1=CC(=C(C=C1)N1CCC(CC1)CO)F)C=1C=NN(C1)C(C)C